NC1=C(C(=O)NCC(F)(F)F)C=C(C=N1)C1=C(C=C(C=C1)NC([C@H](O)C1=CC(=CC(=C1)F)F)=O)CC (R)-2-amino-5-(4-(2-(3,5-difluorophenyl)-2-hydroxyacetamido)-2-ethylphenyl)-N-(2,2,2-trifluoroethyl)nicotinamide